NC1=C2C=C(NC2=CC=C1)C(=O)[O-] 4-amino-1H-indole-2-carboxylate